tert-butyl 3-(7-(8-ethyl-3-(methoxymethoxy)naphthalen-1-yl)-8-fluoro-2-(methylsulfonyl)pyrido[4,3-d]pyrimidin-4-yl)-3,8-diazabicyclo[3.2.1]octane-8-carboxylate C(C)C=1C=CC=C2C=C(C=C(C12)C1=C(C=2N=C(N=C(C2C=N1)N1CC2CCC(C1)N2C(=O)OC(C)(C)C)S(=O)(=O)C)F)OCOC